ClC1=CC=C(C=N1)N1C(C(=CC=C1)C)=O 6'-Chloro-3-methyl-2H-[1,3'-bipyridin]-2-one